methyl-N-propylaminosulfonyl-ethyl chloride CC(CCl)S(=O)(=O)NCCC